BrC=1C=C(C=CC1OC(CCCCCN1CCNCC1)C1CC1)C(C)(C)O 2-[3-bromo-4-(1-cyclopropyl-6-piperazin-1-yl-hexoxy)phenyl]propan-2-ol